C(N)(=O)C1=NN(C2=CC=CC=C12)CC(=O)O 2-(3-carbamoyl-1H-indazol-1-yl)acetic acid